((6-(Ethyl(4-hydroxybutyl)amino)undecane-1,11-diyl)bis(sulfanediyl))bis-(octane-1,2-diyl) bis(3-cyclohexylpropanoate) C1(CCCCC1)CCC(=O)OC(CSCCCCCC(CCCCCSCC(CCCCCC)OC(CCC1CCCCC1)=O)N(CCCCO)CC)CCCCCC